BrC1=C2C(=CNC2=CC=C1)C=O 4-bromo-1H-indole-3-carbaldehyde